1-methyl-4-(2-(4-nitro-3-(pyridin-2-yl)-1H-pyrazol-1-yl)ethyl)piperazine CN1CCN(CC1)CCN1N=C(C(=C1)[N+](=O)[O-])C1=NC=CC=C1